ClC=1C=C2C(N(CN(C2=CC1)C1=C(C=C(C=C1)F)OCC)C=1C(=NC(=CC1)OC)C)=O 6-chloro-1-(2-ethoxy-4-fluorophenyl)-3-(6-methoxy-2-methylpyridin-3-yl)-2,3-dihydroquinazolin-4(1H)-one